3-(((7-(2-aminopyrimidin-4-yl)-2,3-dihydrofuro[3,2-c]pyridin-4-yl)amino)methyl)-N-(5-(piperidin-4-yloxy)pyridin-2-yl)benzamide NC1=NC=CC(=N1)C=1C2=C(C(=NC1)NCC=1C=C(C(=O)NC3=NC=C(C=C3)OC3CCNCC3)C=CC1)CCO2